methyltri(3-methyl-1-butyn-3-yloxy)silane C[Si](OC(C#C)(C)C)(OC(C#C)(C)C)OC(C#C)(C)C